(2R,5'S)-N-(4-chloro-2-fluoro-benzyl)-5'-fluoro-6',7'-dihydro-5'H-spiro[oxirane-2,8'-quinoline]-5'-carboxamide ClC1=CC(=C(CNC(=O)[C@]2(C=3C=CC=NC3[C@@]3(CC2)OC3)F)C=C1)F